((S)-5-(4-cyclohexyl)Phenyl)-3-(3-(fluoromethyl)azetidine-1-carbonyl)-2-(1-hydroxypropan-2-yl)pyrazolo[1,5-a]Pyrimidin-7(4H)-one C1CCC(CC1)C=1C=CC=C(C1)N1C=2N(C(C=C1)=O)N=C(C2C(=O)N2CC(C2)CF)C(CO)C